ClC1=CC=C(C=C1)C=1N=C2C(=NC1)N=C(S2)C2=NC(=CC(=C2C(=O)N)C2=C(C=CC=C2)OC)C#N (6-(4-chlorophenyl)thiazolo[4,5-b]pyrazin-2-yl)-6-cyano-4-(2-methoxyphenyl)pyridine-3-carboxamide